N1(N=CN=C1)CCCNC1=CC(=CC=C1)NC1CCCCC1 N1-(3-(1H-1,2,4-triazol-1-yl)propyl)-N3-cyclohexylbenzene-1,3-diamine